BrC1=C(C=CC(=C1)Cl)C(F)(F)F 2-bromo-4-chlorobenzotrifluoride